FC=1C(=NC(=NC1)NC1=CC(=CC=C1)N1CCN(CC1)C(=O)C1OCCC1)N1C=C(C2=CC=CC=C12)C(=O)N 1-(5-fluoro-2-{3-[4-(tetrahydro-furan-2-carbonyl)-piperazin-1-yl]-phenylamino}-pyrimidin-4-yl)-1H-indole-3-carboxylic acid amide